tert-Butyl 2-(2-carbamoylbenzothiophen-3-yl)morpholine-4-carboxylate C(N)(=O)C=1SC2=C(C1C1CN(CCO1)C(=O)OC(C)(C)C)C=CC=C2